N1(C=CC2=[N+](C=CC=C21)[O-])C(=O)OC(C)(C)C tert-Butyl 1H-pyrrolo[3,2-b]pyridine-1-carboxylate 4-oxide